2-{[(3R,6R)-1-{[2-fluoro-5-(1,3-thiazol-5-yl)pyridin-4-yl]carbonyl}-6-methylpiperidin-3-yl]oxy}-3-methylpyridine-4-carbonitrile FC1=NC=C(C(=C1)C(=O)N1C[C@@H](CC[C@H]1C)OC1=NC=CC(=C1C)C#N)C1=CN=CS1